ClC=1C(=C(C=CC1)NC1=NC=NC2=CC(=C(C=C12)[N+](=O)[O-])C#CC1(COCC1)C)F N-(3-chloro-2-fluorophenyl)-7-((3-methyltetrahydrofuran-3-yl)ethynyl)-6-nitroquinazolin-4-amine